3-(6-oxo-1'-((1-phenyl-1H-pyrazol-5-yl)methyl)-6,8-dihydro-2H,7H-spiro[furo[2,3-e]isoindole-3,4'-piperidin]-7-yl)piperidine-2,6-dione O=C1N(CC2=C3C(=CC=C12)C1(CCN(CC1)CC1=CC=NN1C1=CC=CC=C1)CO3)C3C(NC(CC3)=O)=O